(R)-1-chloro-3-(4-(2-(4-((S)-2-hydroxy-3-(4-(hydroxymethyl)-5-iodo-1H-1,2,3-triazol-1-yl)propoxy)phenyl)propan-2-yl)phenoxy)propan-2-ol ClC[C@@H](COC1=CC=C(C=C1)C(C)(C)C1=CC=C(C=C1)OC[C@H](CN1N=NC(=C1I)CO)O)O